N[C@@H](C(=O)N1CCN(CC1)CC1=C(C=CC=C1F)OCC)C1CCN(CC1)CCC1=C(C=CC(=C1)Cl)C1=CC=CC=C1 (R)-2-amino-2-(1-(2-(4-chloro-[1,1'-biphenyl]-2-yl)ethyl)piperidin-4-yl)-1-(4-(2-ethoxy-6-fluorobenzyl)piperazin-1-yl)ethan-1-one